C(C)(C)(C)OC(=O)NCC1=CC(=C(C(=O)O)C=C1C)CO 4-({[(tert-butoxy)carbonyl]amino}methyl)-2-(hydroxymethyl)-5-methylbenzoic acid